2-[[2-ethyl-5-[2-(3-hydroxyazetidine-1-carbonyl)-7-azaspiro[3.5]nonan-7-yl]pyrazolo[1,5-a]pyridin-3-yl]-methyl-amino]-4-(4-fluorophenyl)thiazole-5-carbonitrile C(C)C1=NN2C(C=C(C=C2)N2CCC3(CC(C3)C(=O)N3CC(C3)O)CC2)=C1N(C=1SC(=C(N1)C1=CC=C(C=C1)F)C#N)C